N-(4-((2-(7-aminoheptanoyl)-1,2,3,4-tetrahydroisoquinolin-6-yl)carbamoyl)benzyl)-N-cyclopropyl-3-oxo-3,4-dihydro-2H-benzo[b][1,4]oxazine-7-carboxamide NCCCCCCC(=O)N1CC2=CC=C(C=C2CC1)NC(=O)C1=CC=C(CN(C(=O)C=2C=CC3=C(OCC(N3)=O)C2)C2CC2)C=C1